N1=CN=C2NC=NC2=C1N1CCSC(=C1)C(=O)N1C[C@H](CCC1)NC (S)-(4-(9H-purin-6-yl)-3,4-dihydro-2H-1,4-thiazin-6-yl)(3-(methylamino)piperidin-1-yl)methanone